O=C1NC(CCC1N1C(C2=CC=CC(=C2C1=O)NCC1=NC=C(C=C1)CCCCCCCCCO)=O)=O 2-(2,6-dioxo-3-piperidyl)-4-[[5-(9-hydroxynonyl)-2-pyridyl]methylamino]isoindoline-1,3-dione